[Cl-].C(CCCCCCCCCCCCCCC)[N+](CC)(CC)CC Cetyl-Triethyl-Ammonium Chloride